N-(4,4-difluorocyclohexyl)-2-(3-methyl-3,8-diazabicyclo[3.2.1]octan-8-yl)-7,8-dihydro-1,6-naphthyridine-6(5H)-carboxamide FC1(CCC(CC1)NC(=O)N1CC=2C=CC(=NC2CC1)N1C2CN(CC1CC2)C)F